N-(2-(2-hexoxy)ethyl)-3-(pyrrolidinyl)propan-1-amine CC(CCCC)OCCNCCCN1CCCC1